4-(4-bromo-2-oxo-2,3-dihydro-1H-1,3-benzodiazol-1-yl)-N-(3,4-dichlorophenyl)-3-trans-hydroxypiperidine-1-carboxamide BrC1=CC=CC=2N(C(NC21)=O)C2CC(N(CC2)C(=O)NC2=CC(=C(C=C2)Cl)Cl)O